ClC1=CC=C(C=C1)NC(CN(C)C=1C2=C(N=C(N1)C1=NC=CC(=C1)OCCO)CCC2)=O N-(4-chlorophenyl)-2-({2-[4-(2-hydroxyethoxy)pyridin-2-yl]-5H,6H,7H-cyclopenta[d]pyrimidin-4-yl}(methyl)amino)acetamide